(S)-Ethyl 2-(3-(tert-butoxycarbonylamino)-4-oxo-3,4-dihydrobenzo[b][1,4]oxazepin-5(2H)-yl)acetate C(C)(C)(C)OC(=O)N[C@@H]1C(N(C2=C(OC1)C=CC=C2)CC(=O)OCC)=O